triadecyl glycolate C(CO)(=O)OCCCCCCCCCCCCC